N-(1-naphthyl)-N-phenylaminobiphenyl C1(=CC=CC2=CC=CC=C12)N(C1=CC=CC=C1)C1=C(C=CC=C1)C1=CC=CC=C1